tert-Butyl (3-cyano-4-(3-((3S,4R)-3-(dimethylamino)-4-hydroxypyrrolidin-1-yl)-5-fluoro-7,9-dihydrofuro[3,4-f]quinazolin-6-yl)-5-fluorobenzo[b]thiophen-2-yl)carbamate C(#N)C=1C2=C(SC1NC(OC(C)(C)C)=O)C=CC(=C2C=2C1=C(C=3C=NC(=NC3C2F)N2C[C@@H]([C@@H](C2)O)N(C)C)COC1)F